C(C1=CC=CC=C1)OC=1C=C(C=C(C1)OCC1=CC=CC=C1)C(C)N1C=NC=C1 1-(1-(3,5-Bis(benzyloxy)phenyl)ethyl)-1H-imidazole